ClC1=CC=C(COC2=NN=C(S2)NC(C2=C(N=C(C=C2)C#N)C2=C(C=CC=C2)OC)=O)C=C1 N-(5-((4-chlorobenzyl)oxy)-1,3,4-thiadiazol-2-yl)-6-cyano-2-(2-methoxyphenyl)-nicotinamide